C(C)C1=C(C=NC(=C1)N1CCN(CC1)C)NC1=NC=C(C(=N1)NCCCN1C(COCCC1)=O)C(F)(F)F 4-(3-((2-((4-ethyl-6-(4-methylpiperazin-1-yl)pyridin-3-yl)amino)-5-(trifluoromethyl)pyrimidin-4-yl)amino)propyl)-1,4-oxazepan-3-one